O=S1(C[C@@H](C=C1)NC(=O)C=1C(NC2=CC(=CC=C2C1)C=1SC=NN1)=O)=O (R)-N-(1,1-dioxido-2,3-dihydrothiophen-3-yl)-2-oxo-7-(1,3,4-thiadiazol-2-yl)-1,2-dihydroquinoline-3-carboxamide